3-(6-(4-(4-((1r,4s)-4-(3-bromophenoxy)cyclohexyl)butyl)piperazin-1-yl)-1-methyl-1H-indazol-3-yl)piperidine-2,6-dione BrC=1C=C(OC2CCC(CC2)CCCCN2CCN(CC2)C2=CC=C3C(=NN(C3=C2)C)C2C(NC(CC2)=O)=O)C=CC1